cyclopropyl-carbenium C1(CC1)[CH2+]